ClC1=CC(=CC=N1)C[C@H](N)C(=O)O L-beta-(6-chloro-4-pyridyl)alanine